C(C1=CC=CC=C1)N1C=NC(=C1)C=1C=C(C=CC1NC1=NC=C(C=C1)C(F)(F)F)S(=O)(=O)NC 3-(1-Benzylimidazol-4-yl)-N-methyl-4-[[5-(trifluoromethyl)-2-pyridyl]amino]benzenesulfonamide